N-phenethyl-1H-imidazole-2-carboxamide C(CC1=CC=CC=C1)NC(=O)C=1NC=CN1